C(C=C)C=1C(N=C2C=CC=CC12)=O 3-(propan-2-enyl)indol-2-one